3-[(cyclopropylmethyl)amino]-N-[2-bromo-4-[1,1,1,2,3,3,3-heptafluoropropan-2-yl]-6-(trifluoromethoxy)phenyl]-2-fluorobenzamide C1(CC1)CNC=1C(=C(C(=O)NC2=C(C=C(C=C2OC(F)(F)F)C(C(F)(F)F)(C(F)(F)F)F)Br)C=CC1)F